N-(4-Aminophenyl)sulfonyl-6-(1-methylcyclopropyl)-2-(2,4,6-trimethylphenoxy)pyridin-3-carboxamid NC1=CC=C(C=C1)S(=O)(=O)NC(=O)C=1C(=NC(=CC1)C1(CC1)C)OC1=C(C=C(C=C1C)C)C